pyrrolidin-3-ol formate salt C(=O)O.N1CC(CC1)O